3-(benzylamino)-1-chloro-8,8-dimethyl-4-oxo-4,6,7,8-tetrahydropyrrolo[1,2-a]pyrazine-6-carboxylate C(C1=CC=CC=C1)NC1=NC(=C2N(C1=O)C(CC2(C)C)C(=O)[O-])Cl